NC=1C(NC2=CC(=C(C=C2C1C1=C2C=NNC2=C(C=C1)F)C1CCN(CC1)CC(F)(F)F)C)=O 3-Amino-4-(7-fluoro-1H-indazol-4-yl)-7-methyl-6-[1-(2,2,2-trifluoroethyl)-4-piperidyl]-1H-quinolin-2-one